C(CC#CCCCCCC)OC(CCCCCCCC(CCCCCCCC(=O)OCCC#CCCCCCC)OC(CCCN(C)C)=O)=O.CN(CCCC(OC(CCCCCCCC(=O)OCCC#CCCCCCC)CCCCCCCC(=O)OCCC#CCCCCCC)=O)C 9-[4-(dimethylamino)-1-oxobutoxy]-heptadecanedioic acid, 1,17-di-(dec-3-yn-1-yl) ester Di(dec-3-yn-1-yl)9-((4-(dimethylamino)butanoyl)oxy)heptadecanedioate